Dimenthylglutarat C1(CC(C(CC1)C(C)C)OC(CCCC(=O)OC1CC(CCC1C(C)C)C)=O)C